6-chloro-2-(3-(1,2-dimethoxyethyl)-1H-1,2,4-triazol-5-yl)-5-methoxy-1-methyl-3-(1H-pyrazol-4-yl)-1H-pyrrolo[3,2-b]pyridine ClC=1C=C2C(=NC1OC)C(=C(N2C)C2=NC(=NN2)C(COC)OC)C=2C=NNC2